O(C=1C(C=C(N(C1)CCCCCCCCCCCCCCCC)CC)=O)C=1C(C=C(N(C1)CCCCCCCCCCCCCCCC)CC)=O 5,5'-oxybis(N-hexadecyl-2-ethyl-pyridin-4-one)